4-(3-cyclopropyl-7,8-dihydro-5H-1,6-naphthyridin-6-yl)-6,7-difluoro-quinazoline C1(CC1)C=1C=NC=2CCN(CC2C1)C1=NC=NC2=CC(=C(C=C12)F)F